C1(C(C(C(C(C1O)O)O)O)O)O epi-inositol